(3R)-3-hydroxy[1,4'-bipiperidine]-1'-carboxylic acid benzyl ester C(C1=CC=CC=C1)OC(=O)N1CCC(CC1)N1C[C@@H](CCC1)O